C(C)(C)(C)OC(=O)N1CCC(CC1)COCCOCC(=O)OCC 4-[2-(2-ethoxy-2-oxo-ethoxy)ethoxymethyl]Piperidine-1-carboxylic acid tert-butyl ester